tert-butyl (rac-(1R,2S,4R)-5-(hydroxymethyl)-7-oxabicyclo[2.2.1]heptan-2-yl)carbamate OCC1[C@H]2C[C@@H]([C@@H](C1)O2)NC(OC(C)(C)C)=O |r|